N-(2-amino-4-(4-fluorobenzylamino)-phenyl)carbamic acid ethyl ester C(C)OC(NC1=C(C=C(C=C1)NCC1=CC=C(C=C1)F)N)=O